2-methyl-6-(3'-(piperidin-4-yloxy)-[1,1'-biphenyl]-4-yl)-1H-benzo[d]imidazole-4-carboxylic acid CC1=NC2=C(N1)C=C(C=C2C(=O)O)C2=CC=C(C=C2)C2=CC(=CC=C2)OC2CCNCC2